O=C([C@H](O)[C@@H](O)[C@H](O)[C@H](O)CO)[O-].[Na+].[N+](=O)([O-])C1=CC=C(C=C1)C1=CN=CC2=CC=CC=C12 4-(4-nitrophenyl)isoquinoline Sodium D-gluconate